C(#C)C=1C=C(C(=NC1)CNC(OC(C)(C)C)=O)OCCOC tert-butyl ((5-ethynyl-3-(2-methoxyethoxy)pyridin-2-yl)methyl)carbamate